3-(methacryloyloxy)propyl-dimethyl-ethoxysilane tert-butyl-(R)-2-(2-(3,3-difluoropyrrolidin-1-yl)-5-(ethylsulfonimidoyl)phenyl)-5-(1H-1,2,3-triazol-5-yl)-1H-indole-1-carboxylate C(C)(C)(C)OC(=O)N1C(=CC2=CC(=CC=C12)C1=CN=NN1)C1=C(C=CC(=C1)[S@@](=O)(=N)CC)N1CC(CC1)(F)F.C(C(=C)C)(=O)OCCC[Si](OCC)(C)C